ClC1=CC(=C(C=C1)[C@@]1(OC2=C(C=CC=C2C=C1)C1CCN(CC1)CC1=NC2=C(C=NC(=C2)C#N)N1C[C@H]1OCC1)C)F 2-((4-((R)-2-(4-chloro-2-fluorophenyl)-2-methyl-2H-chromen-8-yl)piperidin-1-yl)methyl)-3-(((S)-oxetan-2-yl)methyl)-3H-imidazo[4,5-c]pyridine-6-carbonitrile